S1C(=NC2=C1C=CC=C2)NC(=O)C=2C=CC=C1CCN(CC21)C=2SC(=C(N2)C(=O)OC)CCCO[Si](C)(C)C(C)(C)C Methyl 2-(8-(benzo[d]thiazol-2-ylcarbamoyl)-3,4-dihydroisoquinolin-2(1H)-yl)-5-(3-((tert-butyldimethylsilyl)oxy)propyl)thiazole-4-carboxylate